N,N-bis(4-methylphenyl)-3-(tributylstannyl)benzo[c]thiophen-1-amine CC1=CC=C(C=C1)N(C=1SC(=C2C1C=CC=C2)[Sn](CCCC)(CCCC)CCCC)C2=CC=C(C=C2)C